BrC1=C(C=NC2=CC=CC=C12)OC1=CC(=CC=C1)C(F)(F)F 4-bromo-3-[3-(trifluoromethyl)phenoxy]quinoline